FC1=CC=C(C=C1)C(C=1C=NC(=NC1)N1CCN(CC1)C(=O)OC(C)(C)C)O tert-butyl 4-(5-((4-fluorophenyl)(hydroxy)methyl)pyrimidin-2-yl)piperazine-1-carboxylate